ClC=1N=CC=2C3=C(N=CC2C1)N(N=C3)COCC[Si](C)(C)C 7-chloro-3-((2-(trimethylsilyl)ethoxy)methyl)-3H-pyrazolo[3,4-c][2,6]naphthyridine